1-(2-fluoro-4-methyl-5-(7-(methylamino)-2-oxo-1-(2,2,2-trifluoroethyl)-1,2-dihydro-1,6-naphthyridin-3-yl)phenyl)-3-(3-fluorophenyl)urea FC1=C(C=C(C(=C1)C)C=1C(N(C2=CC(=NC=C2C1)NC)CC(F)(F)F)=O)NC(=O)NC1=CC(=CC=C1)F